FC(OC1C2=CC=CC=C2C=2C=C(C=CC12)C(=O)NCC(=O)O)F (9-(difluoromethoxy)-9H-fluorene-3-carbonyl)glycine